5-(2,2-Difluorocyclopropyl)-1-[(4-methoxyphenyl)methyl]-1H-pyrazol-3-amine Butyl-2,2-difluorocyclopropane-1-carboxylate C(CCC)OC(=O)C1C(C1)(F)F.FC1(C(C1)C1=CC(=NN1CC1=CC=C(C=C1)OC)N)F